2-((((9H-fluoren-9-yl)methoxy)carbonyl)amino)-3-(quinolin-6-yl)propanoic acid C1=CC=CC=2C3=CC=CC=C3C(C12)COC(=O)NC(C(=O)O)CC=1C=C2C=CC=NC2=CC1